SC=1N=NC(=C(N1)O)C 3-mercapto-6-methyl-1,2,4-triazin-5-ol